ClC1=C(C(=O)NC2=C(C=C(C=N2)C(=O)O)F)C=C(C=C1)F 6-(2-chloro-5-fluorobenzamido)-5-fluoropyridine-3-carboxylic acid